4-methylpyrrolidine-2-carboxylate CC1CC(NC1)C(=O)[O-]